1-phenyl-2-((3-(trifluoromethyl)phenyl)seleno)ethan-1-one C1(=CC=CC=C1)C(C[Se]C1=CC(=CC=C1)C(F)(F)F)=O